C(CC)N(C(C(=O)C1=CNC2=CC(=C(C=C12)OC)C)=O)CCC N,N-dipropyl-2-(5-methoxy-6-methyl-1H-indol-3-yl)-2-oxoacetamide